C(C)(C)C1=C(C=CC=C1)C=1N=NC(=CN1)CNC(CC1=CC=C(C=C1)C=1N(C=C(N1)C(F)(F)F)C)=O N-((3-(2-isopropylphenyl)-1,2,4-triazin-6-yl)methyl)-2-(4-(1-methyl-4-(trifluoromethyl)-1H-imidazol-2-yl)phenyl)acetamide